O.[Ge] germanium water